6-Chloro-1-(5-chloro-2-methoxyphenyl)-N,N-dimethyl-1H-pyrazolo[4,3-c]pyridin-4-amine ClC1=CC2=C(C(=N1)N(C)C)C=NN2C2=C(C=CC(=C2)Cl)OC